FC(F)(F)C1(C(C2=CC=CC=C2C1)=O)C#N trifluoromethyl-cyanoindanone